tert-Butyl 3-(3-{1-[4-amino-3-(difluoromethyl)-1H-pyrazolo[3,4-d]pyrimidin-1-yl]ethyl}-5-cyano-2-methoxy-6-methylphenyl)azetidine-1-carboxylate NC1=C2C(=NC=N1)N(N=C2C(F)F)C(C)C=2C(=C(C(=C(C2)C#N)C)C2CN(C2)C(=O)OC(C)(C)C)OC